1-((4-(difluoromethoxy)-2-fluorobenzyl)amino)pyrrolidin-2-one FC(OC1=CC(=C(CNN2C(CCC2)=O)C=C1)F)F